O=C1O[C@@]2(CN1)COCCN(C2)C(=O)OC(C)(C)C tert-butyl (5R)-2-oxo-1,7-dioxa-3,10-diazaspiro[4.6]undecane-10-carboxylate